OC/C=C/C(=O)N1CCN(CC1)C1=NC(=C2N=CN(C2=N1)C)C1=CC=C(C=C1)OC(F)(F)F (E)-4-hydroxy-1-(4-(9-methyl-6-(4-(trifluoromethoxy)phenyl)-9H-purin-2-yl)piperazin-1-yl)but-2-en-1-one